C1(=CC=CC=C1)COC(=O)N1CC2=C(CC1)OC(=N2)C2=C(C(=CC=C2)Br)C 2-(3-bromo-2-methylphenyl)-6,7-dihydro-oxazolo[4,5-c]pyridine-5(4H)-carboxylic acid phenylmethyl ester